O1C2(OCC1)CC1=C(C(=CS1)C(=O)[O-])CC2 4,7-dihydro-5H-spiro[1-benzothiophene-6,2'-[1,3]dioxolane]-3-carboxylate